triiron carbide C.[Fe].[Fe].[Fe]